ClC1=C(C=CC=C1)[C@@H]1[C@@](O1)(C1=C(C=C(C=C1)F)F)CN1N=CN=C1S |o1:7,8| 1-{[rel-(2R,3R)-3-(2-chlorophenyl)-2-(2,4-difluorophenyl)oxiran-2-yl]methyl}-1H-1,2,4-triazole-5-ylsulfan